2-(aminomethyl)morpholine-4-carboxylic acid tert-butyl-acetate C(C)(C)(C)OC(C)=O.NCC1CN(CCO1)C(=O)O